[C-](S(=O)(=O)C(F)(F)F)(S(=O)(=O)C(F)(F)F)S(=O)(=O)C(F)(F)F.C1(=CC=CC=C1)[SH2+] phenylsulfonium tris(trifluoromethylsulfonyl)methide